COC=1C=C(C2OC3=CC=CC=C3CC2)C=CC1 3'-methoxyflavan